C(C)(C)(C)OC(=O)N(CCC[C@@H](CC(=O)OC(C)(C)C)NC(C1=CC(=CC=C1)N1N=C(N=N1)C)=O)C tert-Butyl (3S)-6-[tert-butoxycarbonyl(methyl)amino]-3-[[3-(5-methyltetrazol-2-yl)benzoyl]amino]hexanoate